COC1=CC=C(C=C1)CBr p-Methoxybenzyl bromide